C(C)(C)(C)OC(=O)N1CC2=C(C(C1)N)N(N=C2)C 7-Amino-1-methyl-1,4,6,7-tetrahydro-5H-pyrazolo[4,3-c]pyridine-5-carboxylic acid tert-butyl ester